tert-butyl-4-methyl-(4S)-2,2-dimethyl-1,3-oxazolidine-3,4-dicarboxylic acid tert-butyl 4-methyl ester COC(=O)[C@]1(N(C(OC1C(C)(C)C)(C)C)C(=O)OC(C)(C)C)C